7-(Cyclopropylamino)-1-methyl-4-[4-methyl-4-(5-methyl-1,3-benzooxazol-2-yl)piperidin-1-yl]-2-oxo-1,2-dihydro-quinoline-3-carbonitrile C1(CC1)NC1=CC=C2C(=C(C(N(C2=C1)C)=O)C#N)N1CCC(CC1)(C=1OC2=C(N1)C=C(C=C2)C)C